C(CC)(=O)[O-].C1(=C(C=CC=C1)[Sn+](C1=C(C=CC=C1)C)C1=C(C=CC=C1)C)C tritolyltin propionate